C(C)(C)(C)OC(=O)N[C@@H](CC(=O)OCC)C=1C=C(C=C(C1F)C(F)(F)F)C1=C(C=C(C=C1C)Cl)O ethyl (S)-3-((tert-butoxycarbonyl)amino)-3-(4'-chloro-4-fluoro-2'-hydroxy-6'-methyl-5-(trifluoromethyl)-[1,1'-biphenyl]-3-yl)propanoate